(R)-2-((1-(2-(4,4-dimethylpiperidin-1-yl)-3-fluoro-7-methyl-4-oxo-4H-pyrido[1,2-a]pyrimidin-9-yl)ethyl)amino)benzoic acid CC1(CCN(CC1)C=1N=C2N(C(C1F)=O)C=C(C=C2[C@@H](C)NC2=C(C(=O)O)C=CC=C2)C)C